BrC1=CC=C2C(=NC(=NC2=C1)OC[C@H]1N(CCC1)C)C1(N(C(CNC1)Cl)C(=O)[O-])CC#N 7-bromo-6-chloro-2-((((S)-1-methylpyrrolidin-2-yl)methoxy)quinazoline-4-yl)-2-(cyanomethyl)piperazine-1-carboxylate